N1=CN=C2NC=NC2=C1C=1C(=NC=CC1)NC=1C=C(C=NC1C)NC(C1=CN=CC(=C1)C(F)(F)F)=O N-(5-(3-(9H-purin-6-yl)pyridin-2-ylamino)-6-methylpyridin-3-yl)-5-(trifluoromethyl)nicotinamide